CCCCCCCCCCCCCCCC[N+](C)(C)C.[Br-] cetrimonium bromide